BrC=1C(=NC(=NC1)NC1=CC(=C(C=C1OC)N1CCC2(CN(C2)C(=O)OCC2=CC=CC=C2)CC1)CC)NC=1C(=C2N=CC=NC2=CC1)NS(=O)(=O)C Benzyl 7-(4-((5-bromo-4-((5-(methylsulfonamido)quinoxalin-6-yl)amino)pyrimidin-2-yl)amino)-2-ethyl-5-methoxyphenyl)-2,7-diazaspiro[3.5]nonane-2-carboxylate